3-(5-bromo-2-chlorophenyl)-1,2,4-triazine BrC=1C=CC(=C(C1)C=1N=NC=CN1)Cl